allyl-(2-oxoethyl)urethane Methyl-4-hydroxycyclohexane-1-carboxylate COC(=O)C1CCC(CC1)O.C(C=C)N(C(=O)OCC)CC=O